1-(2-fluoroacryloyl)spiro[pyrrolidine-3,3'-pyrrolo[3,2-b]pyridin]-2'(1'h)-one FC(C(=O)N1CC2(C(NC=3C2=NC=CC3)=O)CC1)=C